ClC=1C(=C(C=CC1)C1=CC=CC2=C1NC(=NS2(=O)=O)NCCOC)F 5-(3-chloro-2-fluorophenyl)-3-((2-methoxyethyl)amino)-4H-benzo[e][1,2,4]thiadiazine 1,1-dioxide